(4aS,7aS)-octahydro-6H-pyrrolo[3,4-b]pyridine-1-carboxylic acid ethyl ester C(C)OC(=O)N1[C@H]2[C@@H](CCC1)CNC2